C(C1=CC=CC=C1)OC(=O)NCC1([C@H]2CN(C[C@@H]12)C(=O)OC(C)(C)C)C1=NOC(=C1)C tert-butyl (1R,5S,6r)-6-((((benzyloxy)carbonyl)amino)methyl)-6-(5-methylisoxazol-3-yl)-3-azabicyclo[3.1.0]hexane-3-carboxylate